FC1=CC=C(C=C1)C#CCC=C 1-fluoro-4-(pent-4-en-1-ynyl)benzene